C(C)(C)C1=CC=C2SC=3C=CC(=CC3C(C2=C1)=O)[SH+]C1=CC=C(C=C1)C 7-isopropyl-9-oxo-10-thia-9,10-dihydro-anthracene-2-yl-p-tolyl-sulfonium